C(C)(=O)O.CC1=C(C(=O)C=2C=C3C=4C=C(C=CC4N(C3=CC2)CC)C(C(CC2CCCC2)=NO)=O)C=CC=C1 1-[6-(2-methylbenzoyl)-9-ethylcarbazol-3-yl]-(3-cyclopentyl)-propane-1,2-dione-2-oxime acetate